2,2-dimethyl-2-hydroxyAcetphenone CC(C(=O)C1=CC=CC=C1)(O)C